NC1=CC(=C(N=N1)C1CCN(CC1)C(=O)C1=NC=C(C(=C1)OC)C1=CC=CC=C1)OC [4-(6-Amino-4-methoxy-pyridazin-3-yl)-piperidin-1-yl]-(4-methoxy-5-phenyl-pyridin-2-yl)-methanone